ClC=1C=C2C=C(N(C2=CC1)C1=NC=CC=C1)C=1C2(C3=CC=CC=C3C1)CCC2 5-Chloro-1-(pyridin-2-yl)-2-(spiro[cyclobutane-1,1'-inden]-2'-yl)-1H-indole